fluoro-4-methylpyridin FC1=NC=CC(=C1)C